COC1=CC=C(C=C1)[C@@H]1SC2=C(N=C[C@@H]1O)C=CC=C2 cis-2-(4-methoxyphenyl)-3-hydroxy-2,3-dihydro-1,5-benzothiazepin